tert-butyl 4-[3-(2,4-dioxohexahydropyrimidin-1-yl)-7-fluoro-1-methyl-indazol-6-yl]-3,6-dihydro-2H-pyridine-1-carboxylate O=C1N(CCC(N1)=O)C1=NN(C2=C(C(=CC=C12)C=1CCN(CC1)C(=O)OC(C)(C)C)F)C